5-(4-((4-(ethoxymethyl)-4-phenethyl-piperidin-1-yl)methyl)phenyl)-1,3,4-oxadiazol-2-amine C(C)OCC1(CCN(CC1)CC1=CC=C(C=C1)C1=NN=C(O1)N)CCC1=CC=CC=C1